NC=1SC=C(N1)CC(=O)NC1=CC=C(C=C1)CCNC[C@@H](C1=CC=CC=C1)O (R)-2-(2-aminothiazol-4-yl)-4'-{2-[(2-hydroxy-2-phenylethyl)amino]-ethyl}acetanilide